ClC1=CN(C=2N1C(C(=C(N2)C(F)(F)F)C=2C=NN(C2)CC(C(F)(F)F)(F)F)=O)C 3-chloro-1-methyl-6-[1-(2,2,3,3,3-pentafluoropropyl)-1H-pyrazol-4-yl]-7-(trifluoromethyl)-1H,5H-imidazo[1,2-a]pyrimidin-5-one